NC1CN(CCC1(C)C)CCCC(=O)N1CCN(CC1)C=1C(=CC2=C(C(C=3NC4=CC(=CC=C4C3C2=O)C#N)(C)C)C1)CC 8-{4-[4-(3-amino-4,4-dimethylpiperidin-1-yl)butanoyl]piperazin-1-yl}-9-ethyl-6,6-dimethyl-11-oxo-5H,6H,11H-benzo[b]carbazole-3-carbonitrile